OC(COC=1C=C2C(C(OCC2=CC1OC)C)=O)CN1CCN(CC1)C1=CC=CC=C1 6-(2-hydroxy-3-(4-phenylpiperazin-1-yl)propoxy)-7-methoxy-3-methylisochroman-4-one